FC(CN1CCC(CC1)C(=O)NC=1N=CC2=CC=C(C=C2C1)C1=CN=CN1C)(C)C 1-(2-fluoro-2-methylpropyl)-N-(6-(1-methyl-1H-imidazol-5-yl)isoquinolin-3-yl)piperidine-4-carboxamide